(S)-tert-butyl 3-acetamido-4-(((S)-1-((5-(4-((tert-butoxycarbonyl)amino)butoxy)-2-methylbenzyl)amino)-1-oxo-4-phenylbutan-2-yl)amino)-4-oxobutanoate C(C)(=O)N[C@@H](CC(=O)OC(C)(C)C)C(=O)N[C@H](C(=O)NCC1=C(C=CC(=C1)OCCCCNC(=O)OC(C)(C)C)C)CCC1=CC=CC=C1